CNC1C(CCC1)O 2-trans-2-(methylamino)cyclopentan-1-ol